2-(1-(2-ethyl-6-(1-methyl-5-((2-oxo-5-(trifluoromethoxy)pyridin-1(2H)-yl)methyl)-1H-1,2,3-triazol-4-yl)pyridin-3-yl)-5,5-difluoropiperidin-3-yl)acetic acid C(C)C1=NC(=CC=C1N1CC(CC(C1)(F)F)CC(=O)O)C=1N=NN(C1CN1C(C=CC(=C1)OC(F)(F)F)=O)C